CC=1C=C(C(=O)NC=2C=CC=C3C=CC=NC23)C=CC1 3-methyl-N-(quinolin-8-yl)benzamide